1-(4-[(2-chloro-6-fluorophenyl)carbamoyl]-2-fluoro-5-{[(2S)-1,1,1-trifluoropropan-2-yl]oxy}phenyl)-4-ethyl-5-oxo-4,5-dihydro-1H-1,2,4-triazole-3-carboxylic acid ClC1=C(C(=CC=C1)F)NC(=O)C1=CC(=C(C=C1O[C@H](C(F)(F)F)C)N1N=C(N(C1=O)CC)C(=O)O)F